C(C)OC(C(C(O)C=1OC=C(C1)C1=CN(C2=C(C=CC=C12)F)C(=O)OC(C)(C)C)(F)F)=O 2,2-difluoro-3-(4-(1-Boc-7-fluoro-1H-indol-3-yl)furan-2-yl)-3-hydroxypropionic acid ethyl ester